C1(CC1)C(=O)NC1=CC(=C(OC[C@H]2N(CCCC2)C(=O)OC(C)(C)C)C=C1)C=1C(=NC=NC1C)C Tert-butyl (2S)-2-[[4-(cyclopropanecarbonylamino)-2-(4,6-dimethylpyrimidin-5-yl)phenoxy]methyl]piperidine-1-carboxylate